Cl.C1(=CC=CC=C1)C1C(CNCC1)C#N 4-phenylpiperidine-3-carbonitrile Hydrochloride